[4-(propan-2-yloxy)phenyl]methylamine CC(C)OC1=CC=C(C=C1)CN